CC=1C=C(C=CC1CC1=CC2=C(N(C=N2)C)C=C1)NC=1C2=C(N=CN1)C=NC(=N2)SC N-(3-methyl-4-((1-methyl-1H-benzo[d]imidazol-5-yl)methyl)phenyl)-6-(methylthio)pyrimido[5,4-d]pyrimidin-4-amine